NC1=C(C=C(C=N1)NC(C(=O)N1C(CC(C(C1)C)C)C1=CC=CC=C1)=O)C N-(6-Amino-5-methyl-3-pyridyl)-2-(4,5-dimethyl-2-phenyl-1-piperidyl)-2-oxo-acetamide